OC1=CC=C(C=C1)/C(=C(\CC)/C1=CC=CC=C1)/C1=CC=C(OCC2CC(C2)CN2CCN(CC2)C=2C=C3CN(C(C3=CC2)=O)C2C(NC(CC2)=O)=O)C=C1 (Z)-3-(5-(4-((3-((4-(1-(4-hydroxyphenyl)-2-phenylbut-1-en-1-yl)phenoxy)methyl)cyclobutyl)methyl)piperazin-1-yl)-1-oxoisoindolin-2-yl)piperidine-2,6-dione